C(C=C)(=O)N1[C@@H](C[C@H](CC1)N1N=NC=2C(=NC=3C(=C(C(=CC3C21)Cl)C=2C=CC=C1C=CC=NC21)Cl)OC[C@H]2N(CCC2)C)CC#N 2-((2S,4S)-1-acryloyl-4-(6,8-dichloro-4-(((S)-1-methylpyrrolidin-2-yl)methoxy)-7-(quinolin-8-yl)-1H-[1,2,3]triazolo[4,5-c]quinolin-1-yl)piperidin-2-yl)acetonitrile